C(C)(C)(C)[Si](C)(C)OCC#CCO[Si](C)(C)C(C)(C)C tert-butyl-[4-[tert-butyl(dimethyl)silyl]oxybut-2-ynoxy]-dimethyl-silane